F[C@@H]1C[C@@]2(CCCN2C1)COC=1N=C(C2=C(N1)C(=C(OC2=O)C2=CC(=CC1=CC=CC(=C21)F)OCOC)C)N2CC(CCC2)C#C 2-{[(2R,7aS)-2-fluoro-hexahydropyrrolizin-7a-yl]methoxy}-4-(3-ethynylpiperidin-1-yl)-7-[8-fluoro-3-(methoxymethoxy)naphthalen-1-yl]-8-methylpyrano[4,3-d]pyrimidin-5-one